(S)-8-(2-chloro-5-fluorophenyl)-N-((dimethylamino)methylene)-1-(3-fluoro-5-(trifluoromethyl)benzamido)-6-oxo-5,6,7,8-tetrahydroimidazo[1,5-a]pyrazine-3-carboxamide ClC1=C(C=C(C=C1)F)[C@H]1C=2N(CC(N1)=O)C(=NC2NC(C2=CC(=CC(=C2)C(F)(F)F)F)=O)C(=O)N=CN(C)C